(3S*,3aR*,6S*,7R*,7aR*)-7-benzyl-1-isobutyl-N-(2-(tert-butoxy)-2-oxoethyl)-1,2,3,3a,7,7a-hexahydro-6H-3,6-methanopyrrolo[3,2-c]pyridine-6-carboxamide C(C1=CC=CC=C1)[C@@H]1[C@@H]2[C@@H]3C=N[C@]1(C[C@@H]3CN2CC(C)C)C(=O)NCC(=O)OC(C)(C)C |o1:7,8,9,12,14|